NC1=CC2=C(C=C1)C1=CC=C(C=C1C=1NC(=NC12)C=1C=C(C=CC1)O)N 3-(5,10-diamino-1H-phenanthro[9,10-d]imidazole-2-yl)phenol